C[C@@H]1N[C@@H](C[C@](C1)(O)C1=CC(=C(C=C1)C(F)(F)F)C)C=1N=NN(C1)C (2S,4S,6S)-2-methyl-6-(1-methyltriazol-4-yl)-4-[3-methyl-4-(trifluoromethyl)phenyl]piperidin-4-ol